CN1C(=NC2=C1C=C(C(=C2)[N+](=O)[O-])C)N2C[C@@H](C[C@H](C2)F)NC2=NC=C(C(=N2)N(C)C)C#N 2-(((3R,5R)-1-(1,6-dimethyl-5-nitro-1H-benzo[d]imidazol-2-yl)-5-fluoropiperidin-3-yl)amino)-4-(dimethylamino)pyrimidine-5-carbonitrile